ClC1=C(C(=O)NC2=C3C=NN(C3=CC=C2)C2=CC(=CC=C2)OC(F)(F)F)C=C(C=C1)CNC(C(CO)(C)C)=O 2-Chloro-5-{[(3-hydroxy-2,2-dimethylpropanoyl)amino]methyl}-N-{1-[3-(trifluoromethoxy)phenyl]-1H-indazol-4-yl}benzamide